OCC(CO)OCC(CN1N=NC(=C1)CCCC(=O)O)(CO)COC(CO)CO 4-(1-(3-((1,3-dihydroxypropan-2-yl)oxy)-2-(((1,3-dihydroxypropan-2-yl)oxy)methyl)-2-(hydroxymethyl)propyl)-1H-1,2,3-triazol-4-yl)butanoic acid